4-Methyl-1,3-diphenyl-1H-[1,2,4]-triazolium Iodide [I-].CN1C(=N[NH+](C1)C1=CC=CC=C1)C1=CC=CC=C1